3-FLUORO-2-(METHYLTHIOMETHOXY)PHENYLBORONIC ACID FC=1C(=C(C=CC1)B(O)O)OCSC